ethyl 5-((S)-7-(4-(2-(((R)-1,4-dioxan-2-yl)methoxy)-5-fluorophenyl)piperidin-1-yl)-5-oxa-2-azaspiro[3.4]octan-2-yl)-1,3,4-oxadiazole-2-carboxylate O1[C@H](COCC1)COC1=C(C=C(C=C1)F)C1CCN(CC1)[C@@H]1COC2(CN(C2)C2=NN=C(O2)C(=O)OCC)C1